NC1=CC=C(C=C1)S(=O)(=O)NCC1=C(C=CC=C1)F 4-amino-N-(2-fluorobenzyl)benzenesulfonamide